7-bromo-2-((4-hydroxy-4-methylpiperidin-1-yl)methyl)imidazo[1,2-a]pyridine-3-carboxylic acid ethyl ester C(C)OC(=O)C1=C(N=C2N1C=CC(=C2)Br)CN2CCC(CC2)(C)O